4-((2-(3-(dimethylamino)propyl)-4-(2',3',4',5'-tetrahydro-[1,1'-biphenyl]-4-yl)-1H-benzo[d]imidazol-1-yl)methyl)benzoic acid CN(CCCC1=NC2=C(N1CC1=CC=C(C(=O)O)C=C1)C=CC=C2C2=CC=C(C=C2)C=2CCCCC2)C